2-((2-(((tert-butoxycarbonyl)(3-(6-methoxy-3-nitropyridin-2-yl)propyl)-amino)methyl)-4-fluorophenyl)amino)-5-fluoro-4-(trifluoromethyl)benzoic acid C(C)(C)(C)OC(=O)N(CCCC1=NC(=CC=C1[N+](=O)[O-])OC)CC1=C(C=CC(=C1)F)NC1=C(C(=O)O)C=C(C(=C1)C(F)(F)F)F